C(C)(C)(C)OC(=O)N(C(OC(C)(C)C)=O)C=1C2=C(N=CN1)N(C=C2B2OC(C(O2)(C)C)(C)C)CC(C)(C)O tert-butyl (tert-butoxycarbonyl)(7-(2-hydroxy-2-methylpropyl)-5-(4,4,5,5-tetramethyl-1,3,2-dioxaborolan-2-yl)-7H-pyrrolo[2,3-d]pyrimidin-4-yl)carbamate